FC1=C(C=CC(=C1)I)NC=1C=NC=CC1S(=O)(=O)C N-(2-Fluoro-4-iodophenyl)-4-methanesulfonylpyridin-3-amine